butyl 3-(((trifluoromethyl)sulfonyl)oxy)-2,5-dihydro-1H-pyrrole-1-carboxylate FC(S(=O)(=O)OC=1CN(CC1)C(=O)OCCCC)(F)F